C(C)(C)(C)C=1C=C(N(N1)C1=CC=C(C=C1)C)NC(=O)NC1=CC=C(C2=CC=CC=C12)CCCN1CSCC1 1-[5-tert-butyl-2-p-tolyl-2H-pyrazol-3-yl]-3-[4-(3-(thiazolidine-3-yl)propan-1-yl)naphthalen-1-yl]-urea